4,6-Difluoro-N-(2-((4S,5R)-1-methyl-7-oxa-1-azaspiro[4.4]nonan-4-yl)thieno[2,3-b]pyridin-4-yl)benzo[d]thiazol-5-amine FC1=C(C(=CC2=C1N=CS2)F)NC2=C1C(=NC=C2)SC(=C1)[C@H]1CCN([C@@]12COCC2)C